6-((1-(4-chlorophenyl)-1H-pyrazol-3-yl) oxy)-2-ethyl-3,8-dimethylquinolin-4-yl acetate C(C)(=O)OC1=C(C(=NC2=C(C=C(C=C12)OC1=NN(C=C1)C1=CC=C(C=C1)Cl)C)CC)C